C(C)NC1N(C(=NC(=N1)N)N1CCCCC1)C(C)C N-Ethyl-N1-isopropyl-6-piperidine-1-yl-[1,3,5]triazine-2,4-diamine